[(2S,3S,4E,6R,7S,10R)-2-[(E)-1-[3-(4,4-difluoropiperidin-1-yl)sulfonylphenyl]prop-1-en-2-yl]-10-hydroxy-3,7-dimethyl-12-oxo-1-oxacyclododec-4-en-6-yl] 4-methylpiperazine-1-carboxylate CN1CCN(CC1)C(=O)O[C@H]1/C=C/[C@@H]([C@H](OC(C[C@@H](CC[C@@H]1C)O)=O)/C(=C/C1=CC(=CC=C1)S(=O)(=O)N1CCC(CC1)(F)F)/C)C